4-(4'-(tert-butyl)-[1,1'-biphenyl]-4-yl)-1H-1,2,3-triazole-5-carboxylic acid C(C)(C)(C)C1=CC=C(C=C1)C1=CC=C(C=C1)C=1N=NNC1C(=O)O